7-(3-difluoromethoxyphenyl)-3-(2-methoxyethyl)-1-((3-(trifluoromethyl)phenyl)sulfonyl)-2,3-dihydroquinazolin-4(1H)-one FC(OC=1C=C(C=CC1)C1=CC=C2C(N(CN(C2=C1)S(=O)(=O)C1=CC(=CC=C1)C(F)(F)F)CCOC)=O)F